COC=1C2=CC=CC=C2C(=C2CCCCC12)OCC 9-methoxy-10-ethoxy-1,2,3,4-tetrahydroanthracene